CC1=CC=C(C=C1)S(=O)(=O)OCC1OCC1 oxetan-2-ylmethyl 4-methylbenzenesulfonate